FCCCN1C[C@H](CC1)NC(OC(C)(C)C)=O tert-Butyl (S)-(1-(3-fluoropropyl)pyrrolidin-3-yl)carbamate